((3-cyano-6-cyclopropylpyridin-2-yl)thio)-N-(3,5-dibromophenyl)propanamide C(#N)C=1C(=NC(=CC1)C1CC1)SC(C(=O)NC1=CC(=CC(=C1)Br)Br)C